FC(/C=C/[C@@H]1[C@H]2CC(O[C@H]2C[C@H]1O)=O)(COC1=CC=CC=C1)F (1S,5R,6R,7R)-6-[(1E)-3,3-difluoro-4-phenoxy-1-butenyl]-7-hydroxy-2-oxabicyclo[3.3.0]octane-3-on